ClC=1C=C(C=NC1OC)C1=CN(C2=NC=CC(=C21)OC2=C(C=C(N)C=C2F)F)COCC[Si](C)(C)C 4-{[3-(5-chloro-6-methoxypyridin-3-yl)-1-{[2-(trimethylsilyl)ethoxy]methyl}-1H-pyrrolo[2,3-b]pyridin-4-yl]oxy}-3,5-difluoroaniline